C(CN([C@@H](CC(N)=O)C(=O)O)CC(=O)O)(=O)O L-asparagine-N,N-diacetic acid